[2-[2,2-bis[(4-chloro-4-oxo-butanoyl)oxymethyl]butoxymethyl]-2-[(4-chloro-4-oxo-butanoyl)oxymethyl]butyl] 4-chloro-4-oxo-butanoate ClC(CCC(=O)OCC(CC)(COC(CCC(=O)Cl)=O)COCC(CC)(COC(CCC(Cl)=O)=O)COC(CCC(=O)Cl)=O)=O